1-(5-methyl-2,4-dioxo-6-(2H-1,2,3-triazol-2-yl)-1,4-dihydrothieno[2,3-d]pyrimidin-3(2H)-yl)-N-(tert-butylsulfonyl)cyclopropane-1-carboxamide CC1=C(SC=2NC(N(C(C21)=O)C2(CC2)C(=O)NS(=O)(=O)C(C)(C)C)=O)N2N=CC=N2